FC1(CCN(CC1)C(CC(C(=O)O)N(C)C(=O)OCC1C2=CC=CC=C2C=2C=CC=CC12)=O)F 4-(4,4-difluoro-1-piperidyl)-2-[9H-fluoren-9-ylmethoxycarbonyl(methyl)amino]-4-oxo-butanoic acid